(S)-1-(4-(6-(8-chloronaphthalen-1-yl)-2-((1-methylpyrrolidin-2-yl)methoxy)-6,7-dihydro-5H-pyrrolo[3,4-d]pyrimidin-4-yl)piperazin-1-yl)prop-2-en-1-one methyl-thiopropionate COC(CC)=S.ClC=1C=CC=C2C=CC=C(C12)N1CC=2N=C(N=C(C2C1)N1CCN(CC1)C(C=C)=O)OC[C@H]1N(CCC1)C